phosphorolium [PH2+]1C=CC=C1